methyl 6-bromo-1,3-benzothiazole-5-carboxylate BrC1=CC2=C(N=CS2)C=C1C(=O)OC